NC1=CC(=C(C=C1N)S(=O)(=O)NC1=CC=C(C=C1)OC(F)(F)F)N(C)C 4,5-diamino-2-(dimethylamino)-N-(4-(trifluoromethoxy)phenyl)benzenesulfonamide